O=C1C(=C2C=CC=CC2=C2C(C(=C3C=CC=CC3=C21)OC(=O)OC)=O)OC(=O)OC 5,11-dioxo-6,12-bis(methoxycarbonyloxy)naphthonaphthalene